C(C)C1=CC=2N(C(C(=C(C2S1)C(=O)OC(C=1N=C2N(C=C(N=C2)C)C1)C=1C(=NN(C1C)C)Br)O)=O)CC1=CC=C(C=C1)OC (3-bromo-1,5-dimethyl-1H-pyrazol-4-yl)(6-methylimidazo[1,2-a]pyrazin-2-yl)methanol ethyl-6-hydroxy-4-(4-methoxybenzyl)-5-oxo-4,5-dihydrothieno[3,2-b]pyridine-7-carboxylate